N-(butylsulfonyl)-4-((1S,4S,5R)-5-((5-cyclopropyl-3-(2-(trifluoromethyl)phenyl)isoxazol-4-yl)methoxy)-2-azabicyclo[2.2.1]heptan-2-yl)-3-fluorobenzamide C(CCC)S(=O)(=O)NC(C1=CC(=C(C=C1)N1[C@@H]2C[C@H]([C@H](C1)C2)OCC=2C(=NOC2C2CC2)C2=C(C=CC=C2)C(F)(F)F)F)=O